(S)-2-(2-(3-(ethoxymethyl)-1-(2-(6-methylpyridin-3-yl)propan-2-yl)pyrrolidin-3-yl)ethyl)pyrimidine C(C)OC[C@@]1(CN(CC1)C(C)(C)C=1C=NC(=CC1)C)CCC1=NC=CC=N1